isopropyl ((R)-(((1S,4R)-4-(2-amino-6-(azetidin-1-yl)-9H-purin-9-yl)cyclopent-2-en-1-yl)methoxy)(phenoxy)phosphoryl)-L-alaninate NC1=NC(=C2N=CN(C2=N1)[C@H]1C=C[C@H](C1)CO[P@@](=O)(OC1=CC=CC=C1)N[C@@H](C)C(=O)OC(C)C)N1CCC1